C(C)OC(\C=C\C(F)(F)C1=CC(=NC(=C1)Cl)Cl)=O (E)-4-(2,6-dichloro-4-pyridinyl)-4,4-difluoro-but-2-enoic acid ethyl ester